methyl N-(4-hydroxybutanoyl)-3-(naphthalen-2-yl)-D-alaninate OCCCC(=O)N[C@H](CC1=CC2=CC=CC=C2C=C1)C(=O)OC